COC(C1=NN=C2N1C=C(N=C2)C=2C=NC(=CC2)O[C@@H](C(F)(F)F)C(C)C)(F)F (R)-3-(methoxydifluoromethyl)-6-(6-((1,1,1-trifluoro-3-methylbutan-2-yl)oxy)pyridin-3-yl)-[1,2,4]triazolo[4,3-a]pyrazine